COC(\C=C(/C)\NC=1C=NC(=CC1)C)=O.C1(CCC1)C1=CC=C(C=N1)CC(=O)NC1=CC(=C(C=C1)C)[C@H](C)NC=1C=NC=2C(N1)=NN(C2)CC (S)-2-(6-cyclobutylpyridin-3-yl)-N-(3-(1-((2-ethyl-2H-pyrazolo[3,4-b]pyrazin-6-yl)amino)ethyl)-4-methylphenyl)acetamide methyl-(2E)-3-[(6-methylpyridin-3-yl)amino]but-2-enoate